F[C@@H]1[C@H]2CC[C@@H](C[C@@H]1N(C)C1=NC=C(N=C1)C1=C(C=C(C=C1)C=1N=CN(C(C1)=O)C)OCOC)N2C(=O)OC(C)(C)C tert-butyl (1R,2S,3S,5S)-2-fluoro-3-([5-[2-(methoxymethoxy)-4-(1-methyl-6-oxopyrimidin-4-yl)phenyl]pyrazin-2-yl] (methyl)amino)-8-azabicyclo[3.2.1]octane-8-carboxylate